phenyl (4-(4-amino-1-(prop-2-yn-1-yl)-1H-pyrazolo[3,4-d]pyrimidin-3-yl)-2-fluorophenyl)carbamate NC1=C2C(=NC=N1)N(N=C2C2=CC(=C(C=C2)NC(OC2=CC=CC=C2)=O)F)CC#C